ClC=1C=C2C=3CCCC(C3NC2=CC1NC1=CC=CC=C1)C(=O)N 6-chloro-7-phenylamino-2,3,4,9-tetrahydro-1H-carbazole-1-carboxamide